1-benzyl-3-ethyl-6-(methylthio)-5-phenyl-3,5-dihydroimidazo[4,5-c][1,2]Thiazin-4(1H)-one 2,2-dioxide C(C1=CC=CC=C1)N1S(C(C(C2=C1N=C(N2C2=CC=CC=C2)SC)=O)CC)(=O)=O